(2s,4s)-1-(3-cyano-6-(dimethylamino)-4-(trifluoromethyl)pyridin-2-yl)-4-hydroxy-N-methyl-N-(m-tolyl)pyrrolidine-2-carboxamide C(#N)C=1C(=NC(=CC1C(F)(F)F)N(C)C)N1[C@@H](C[C@@H](C1)O)C(=O)N(C=1C=C(C=CC1)C)C